4-(6-(1,4-dimethyl-1H-1,2,3-triazol-5-yl)-4-(phenyl-(tetrahydro-2H-pyran-4-yl)methyl)-4H-furo[2',3':4,5]pyrrolo[3,2-b]pyridin-2-yl)-2-methylbut-3-yn-2-ol CN1N=NC(=C1C=1C=C2C(=NC1)C1=C(N2C(C2CCOCC2)C2=CC=CC=C2)C=C(O1)C#CC(C)(O)C)C